tert-butyl N-(3-chloro-4,5,6,7-tetrahydro-2-benzothiophen-5-yl)carbamate ClC=1SC=C2C1CC(CC2)NC(OC(C)(C)C)=O